(S)-1-(4-methoxybenzyl)-1,2,3,6-tetrahydropyridin-3-yl pivalate C(C(C)(C)C)(=O)O[C@@H]1CN(CC=C1)CC1=CC=C(C=C1)OC